FC(C=1C=C(C=C(C1)C(F)(F)F)[B-](C1=CC(=CC(=C1)C(F)(F)F)C(F)(F)F)(C1=CC(=CC(=C1)C(F)(F)F)C(F)(F)F)C1=CC(=CC(=C1)C(F)(F)F)C(F)(F)F)(F)F.C[NH+](C1=CC=CC=C1)C N,N-dimethylanilinium tetrakis(3,5-bistrifluoromethylphenyl)borate